CC1=C(C=C(C=C1)N1CCN(CC1)CCCC(=O)O)C(N[C@H](C)C1=CC=CC2=CC=CC=C12)=O 4-[4-[4-methyl-3-[[(1R)-1-(1-naphthyl)ethyl]carbamoyl]phenyl]piperazin-1-yl]butanoic acid